difluoro-1H-indol FC=1N(C2=CC=CC=C2C1)F